tert-butyl (S)-(1-(5-cyano-2-ethoxyphenethyl)pyrrolidin-3-yl)carbamate C(#N)C=1C=CC(=C(CCN2C[C@H](CC2)NC(OC(C)(C)C)=O)C1)OCC